C(CCCCCCCCCCC)(=O)OCC(CO)(CO)CO 3-Hydroxy-2,2-bis(hydroxymethyl)propyl Dodecanoate